(R)-(4-amino-7-fluoroimidazo[1,5-a]quinoxalin-8-yl)(2-(2-fluoro-4-(trifluoromethyl)phenyl)piperidin-1-yl)methanone NC=1C=2N(C3=CC(=C(C=C3N1)F)C(=O)N1[C@H](CCCC1)C1=C(C=C(C=C1)C(F)(F)F)F)C=NC2